FC(OC=1C=C(C=CC1)N1C([C@](C2=CC(=CC=C12)C(=O)NC1(SOCC1)C)(C)CC)=O)F (R)-1-(3-(difluoromethoxy)phenyl)-3-ethyl-3-methyl-N-(3-methyl-1,1-dioxathiolan-3-yl)-2-oxoindoline-5-carboxamide